tert-butyl (1-(4-(4-((1-(tert-butyl)-1H-1,2,3-triazole-4-carboxamido)methyl)-3-methylphenyl)pyrimidin-5-yl)piperidin-3-yl)(methyl)carbamate C(C)(C)(C)N1N=NC(=C1)C(=O)NCC1=C(C=C(C=C1)C1=NC=NC=C1N1CC(CCC1)N(C(OC(C)(C)C)=O)C)C